(R)-N-(4-Morpholinophenyl)-5-(piperidin-3-ylamino)pyrazolo[1,5-a]pyrimidine-3-carboxamide trifluoroacetate salt FC(C(=O)O)(F)F.O1CCN(CC1)C1=CC=C(C=C1)NC(=O)C=1C=NN2C1N=C(C=C2)N[C@H]2CNCCC2